[Cs].C(#N)C1(CCOCC1)C(=O)N[C@@H](CCOC1CC(C1)CCC1=NC=2NCCCC2C=C1)C(=O)O N-(4-cyanotetrahydro-2H-pyran-4-carbonyl)-O-(3-(2-(5,6,7,8-tetrahydro-1,8-naphthyridin-2-yl)ethyl)cyclobutyl)homoserine cesium